(2,5-dimethylbenzyl)trimethylammonium CC1=C(C[N+](C)(C)C)C=C(C=C1)C